Benzyl 3-(4-(4-((amino)oxy)butyl)piperidine-1-carbonyl)benzoate NOCCCCC1CCN(CC1)C(=O)C=1C=C(C(=O)OCC2=CC=CC=C2)C=CC1